C(C)[C@H]1[C@H]2[C@@H]3CC[C@@H]4C[C@](CC[C@@H]4[C@H]3CC[C@@]2([C@H](C1)C(CN1N=C(C=C1)C(F)(F)F)=O)C)(C)O 1-((3R,5R,8R,9R,10S,13S,14S,15R,17S)-15-Ethyl-3-hydroxy-3,13-dimethylhexadecahydro-1H-cyclopenta[a]phenanthren-17-yl)-2-(3-(trifluoromethyl)-1H-pyrazol-1-yl)ethan-1-one